4-[2-[3-[4-[4-[8-[3,5-difluoro-4-(morpholinomethyl)phenyl]quinoxalin-2-yl]pyrazol-1-yl]-1-piperidyl]-3-oxo-propoxy]ethylamino]-2-(2,6-dioxo-3-piperidyl)isoindoline-1,3-dione FC=1C=C(C=C(C1CN1CCOCC1)F)C=1C=CC=C2N=CC(=NC12)C=1C=NN(C1)C1CCN(CC1)C(CCOCCNC1=C2C(N(C(C2=CC=C1)=O)C1C(NC(CC1)=O)=O)=O)=O